C12OCC(C1)(C2)COC2=NC1=C(C(=C(C=C1C(=N2)N2CC1CCC(C2)N1)Cl)C1=CC=C(C=2SC(=C(C21)C#N)N)F)F 4-(2-((2-oxabicyclo[2.1.1]hexan-4-yl)methoxy)-4-(3,8-diazabicyclo[3.2.1]octan-3-yl)-6-chloro-8-fluoroquinazolin-7-yl)-2-amino-7-fluorobenzo[b]thiophene-3-carbonitrile